FC1=CC=C(C=C1)C1=NN2C(CN(CC2)CC2=NC=CC=N2)=C1C1=CC(=NC=C1)C 2-(4-fluorophenyl)-3-(2-methylpyridin-4-yl)-5-(pyrimidin-2-ylmethyl)-4,5,6,7-tetrahydroPyrazolo[1,5-a]Pyrazine